C1(CCCC1)N1N=C(C=C1N)C(F)(F)F 1-cyclopentyl-3-(trifluoromethyl)-1H-pyrazol-5-amine